(2-bromophenethyl)acetamide BrC1=C(CCCC(=O)N)C=CC=C1